methyl 3-[2-(3-[[(tert-butoxy)carbonyl]amino]phenyl)propyl]-1H-pyrazole-4-carboxylate C(C)(C)(C)OC(=O)NC=1C=C(C=CC1)C(CC1=NNC=C1C(=O)OC)C